(2,2'-dimethyl-[1,1'-biphenyl]-3,3'-diyl)bis(5-(hydroxymethyl)pyridineamide) CC1=C(C=CC=C1C=1C(=NC=C(C1)CO)C(=O)N)C1=C(C(=CC=C1)C=1C(=NC=C(C1)CO)C(=O)N)C